(E)-N-{[(propan-2-yloxy)carbonyl]imino}(propan-2-yloxy)carboxamide CC(C)OC(=O)\N=N\C(=O)OC(C)C